N1(N=CC=C1)CCNC(=O)NC1=CC(=C(C(=C1)C)OC1=CC(=CC(=C1)C)C=1C(=NOC1C)C)C 1-(2-(1H-pyrazol-1-yl)ethyl)-3-(4-(3-(3,5-dimethylisoxazol-4-yl)-5-methylphenoxy)-3,5-dimethylphenyl)urea